Tert-butyl N-[2-[3-[1-(2,6-dioxo-3-piperidyl)-3-methyl-2-oxo-benzimidazol-5-yl]propoxyl]ethyl]carbamate O=C1NC(CCC1N1C(N(C2=C1C=CC(=C2)CCCOCCNC(OC(C)(C)C)=O)C)=O)=O